C(C)(C)(C)OC(=O)N1C[C@@H](CCC1)N1C([C@@H](C\C=C/C1)NC(=O)OCC1=CC=CC=C1)=O (R)-3-((R,Z)-3-(benzyloxycarbonylamino)-2-oxo-2,3,4,7-tetrahydro-1H-azepin-1-yl)piperidine-1-carboxylic acid tert-butyl ester